NC1=NC=C(C2=C1C(=C(N2C)C2=C(C=C(C=C2)NC(C(=C)C)=O)F)C2=CC(=C(C=C2)OC2=NC=CC(=N2)C)F)C#N N-(4-(4-amino-7-cyano-3-(3-fluoro-4-((4-methylpyrimidin-2-yl)oxy)phenyl)-1-methyl-1H-pyrrolo[3,2-c]pyridin-2-yl)-3-fluorophenyl)methacrylamide